2-(4-chloro-2-methoxyphenyl)-1-(6-fluoro-7-methyl-1H-indol-3-yl)-2-((3-methoxy-5-(methylsulfonyl)phenyl)amino)ethanone ClC1=CC(=C(C=C1)C(C(=O)C1=CNC2=C(C(=CC=C12)F)C)NC1=CC(=CC(=C1)S(=O)(=O)C)OC)OC